5,10,15,20-tetra(4-pyridyl)-21H,23H-porphin N1=CC=C(C=C1)C=1C2=CC=C(N2)C(=C2C=CC(C(=C3C=CC(=C(C=4C=CC1N4)C4=CC=NC=C4)N3)C3=CC=NC=C3)=N2)C2=CC=NC=C2